Tert-butyl 4-(4-((4-([1,2,4]triazolo[1,5-a]pyridin-7-ylmethyl)-3-methylphenyl)amino)pyrido[3,4-d]pyrimidin-6-yl)piperazine-1-carboxylate N=1C=NN2C1C=C(C=C2)CC2=C(C=C(C=C2)NC=2C1=C(N=CN2)C=NC(=C1)N1CCN(CC1)C(=O)OC(C)(C)C)C